C(C1=CC=CC=C1)(=O)[C@@H]1NC2=C(C1)N(CC2)C(=O)O |r| (+/-)-5-benzoyl-2,3-dihydro-1H-pyrrolopyrrolidine-1-carboxylic acid